COC=1C=C(C=CC1[N+](=O)[O-])N1[C@H]2CN(C[C@@H]1CC2)C (1R,5S)-8-(3-methoxy-4-nitrophenyl)-3-methyl-3,8-diazabicyclo[3.2.1]octane